C[NH+]1C=NCCC1 methyl-1,4,5,6-tetrahydropyrimidinium